FC1=C(C(=CC=C1NS(=O)(=O)C1=C(C=CC(=C1)F)C)F)C=1C=C2C=NC(=NC2=CC1)CC(C(=O)N)(C)C (6-(2,6-difluoro-3-(5-fluoro-2-methylphenylsulfonamido)phenyl)quinazolin-2-yl)pivaloamide